(R)- or (S)-2-(4-cyano-2-cyclopropyl-6-isopropylphenyl)-N-(4-(hydroxymethyl)-2-(2-hydroxypropan-2-yl)thiazol-5-ylsulfonimidoyl)acetamide C(#N)C1=CC(=C(C(=C1)C(C)C)CC(=O)N[S@](=O)(=N)C1=C(N=C(S1)C(C)(C)O)CO)C1CC1 |o1:15|